CC1=CC=C(C=C1)S(=O)(=O)O p-Toluenesulphonic acid